COC(C(=O)O)OC1=C(C=C(C(=C1)N1N=CC(=C(C1=O)C)C(F)(F)F)F)Cl 2-methoxy-2-(2-chloro-4-fluoro-5-(5-methyl-6-oxo-4-trifluoromethylpyridazin-1(6H)-yl)phenoxy)acetic acid